N1(C=CC=C1)C1=CC=C(C(=O)N)C=C1 4-(1H-pyrrol-1-yl)benzamide